C1(CC1)C1=CC(=NN1)NC1=NC(=NC2=CC(=C(C=C12)OC)OCCCN1CCCC1)C#N 4-((5-cyclopropyl-1H-pyrazol-3-yl)amino)-6-methoxy-7-(3-(pyrrolidin-1-yl)propoxy)quinazoline-2-carbonitrile